Cl.[I] iodine HCl